6-(piperidin-1-yl)-naphthalen-2-ol N1(CCCCC1)C=1C=C2C=CC(=CC2=CC1)O